Methyl 5-benzyl-3-((S)-3-methyl-1-(6-methylpicolinamido)butyl)-4,5-dihydroisoxazole-5-carboxylate C(C1=CC=CC=C1)C1(CC(=NO1)[C@H](CC(C)C)NC(C1=NC(=CC=C1)C)=O)C(=O)OC